C(C)(=O)C1=NN(C2=CC=C(C=C12)C=1C=NC=2N(C1)N=C(C2)C(=O)N)CC(=O)N2[C@@H](C[C@H](C2)F)C(NC2=NC(=CC=C2)Br)=O 6-(3-acetyl-1-(2-((2S,4R)-2-((6-bromopyridin-2-yl)carbamoyl)-4-fluoropyrrolidin-1-yl)-2-oxoethyl)-1H-indazol-5-yl)pyrazolo[1,5-a]pyrimidine-2-carboxamide